tert-Butyl 3-([1,3]dioxolo[4',5':4,5]benzo[1,2-d]thiazol-6-yl)-2-(3-((2-methoxyethyl)amino)propanamido)-4,7-dihydrothieno[2,3-c]pyridine-6(5H)-carboxylate O1COC2=CC3=C(N=C(S3)C3=C(SC=4CN(CCC43)C(=O)OC(C)(C)C)NC(CCNCCOC)=O)C=C21